S(=O)(=O)(O)C(C(=O)O)CCCCCCCCCCC(=O)O sulfobrassylic acid